O=C1NC(CCC1N(C(C1=CC=C(C=C1)OCCCCC=O)=O)CC)=O N-(2,6-dioxopiperidin-3-yl)-N-ethyl-4-(5-oxopentyloxy)benzamide